methoxy-4-(1H-pyrrol-2-yl)pyridine COC1=NC=CC(=C1)C=1NC=CC1